(S)-2-(5-(3-((5-(5-((2-Oxa-6-azaspiro[3.3]heptan-6-yl)methyl)pyrazin-2-yl)-2-chloropyridin-4-yl)amino)butoxy)-1,3-dimethyl-1H-pyrazol-4-yl)pyrimidin-4-amine C1OCC12CN(C2)CC=2N=CC(=NC2)C=2C(=CC(=NC2)Cl)N[C@H](CCOC2=C(C(=NN2C)C)C2=NC=CC(=N2)N)C